CN(C)CC1=CC(=C(C=C1)S(=O)(N)=NC(NC1=C2C(=NC3=C1CCC3)C(CC2)C)=O)F 4-((dimethylamino)methyl)-2-fluoro-N'-((3-methyl-1,2,3,5,6,7-hexahydrodicyclopenta[b,e]pyridin-8-yl)carbamoyl)benzenesulfonimidamide